((2S,6S)-6-ethylpiperidin-2-yl)-4-(trifluoromethyl)isoindolin-1-one C(C)[C@H]1CCC[C@@H](N1)N1C(C2=CC=CC(=C2C1)C(F)(F)F)=O